5-{[(2,2-Dimethylpropionyl)amino]methyl}-2-(trifluoromethyl)-N-{1-[5-(trifluoromethyl)pyridin-3-yl]-1H-indazol-4-yl}benzamide CC(C(=O)NCC=1C=CC(=C(C(=O)NC2=C3C=NN(C3=CC=C2)C=2C=NC=C(C2)C(F)(F)F)C1)C(F)(F)F)(C)C